ClC1=C(C(=C(C=C1OC)OC)Cl)C1=CC2=C(N=C(N=C2)N[C@H]2[C@H](COC2)NC(C=C)=O)C(=N1)NCCN1CCOCC1 N-((3R,4S)-4-((6-(2,6-dichloro-3,5-di-methoxyphenyl)-8-((2-morpholinoeth-yl)amino)pyrido[3,4-d]pyrimidin-2-yl)amino)tetrahydrofuran-3-yl)acryl-amide